lithium pyromellitic acid diimide dilithium salt [Li+].[Li+].C(C=1C(C(=O)O)=CC(C(=O)[O-])=C(C([O-])=N)C1)([O-])=N.[Li+]